BrC1=CC(=C(C(=C1)OC)CO)F (4-bromo-2-fluoro-6-methoxyphenyl)methanol